L-lysine nitrogen [N].N[C@@H](CCCCN)C(=O)O